4-(2,6-difluoro-4-(1-(tetrahydro-2H-pyran-2-yl)-1H-pyrazol-4-yl)phenyl)piperidine FC1=C(C(=CC(=C1)C=1C=NN(C1)C1OCCCC1)F)C1CCNCC1